S(=O)(=O)(ON1[C@@H]2CC[C@H](N(C1=O)C2)C(NC(C2=NC=C(C=C2)C(F)(F)F)=O)=N)O (2S,5R)-7-oxo-2-(N-(5-(trifluoromethyl) picolinoyl) carbamimidoyl)-1,6-diazabicyclo[3.2.1]octan-6-yl hydrogen sulfate